4-amino-N-(3-(3-aminoprop-1-yn-1-yl)-4-(5-methyl-1,3,4-oxadiazol-2-yl)phenyl)butanamide NCCCC(=O)NC1=CC(=C(C=C1)C=1OC(=NN1)C)C#CCN